(7-((3-(7-(((3S,4R)-3-fluoro-1-methylpiperidin-4-yl)amino)-3-(2,2,2-trifluoroethyl)benzo[b]thiophen-2-yl)prop-2-yn-1-yl)amino)benzofuran-4-yl)dimethylphosphine oxide F[C@H]1CN(CC[C@H]1NC1=CC=CC2=C1SC(=C2CC(F)(F)F)C#CCNC2=CC=C(C=1C=COC12)P(C)(C)=O)C